2,3-dioxaphospholane P1OOCC1